ClC1=CN=C2N1C=CC(=C2)S(=O)(=O)N([C@@H](C(F)(F)F)C2=CC=C(C=C2)C(F)(F)F)C (R)-3-chloro-N-methyl-N-(2,2,2-trifluoro-1-(4-(trifluoromethyl)phenyl)ethyl)imidazo[1,2-a]pyridine-7-sulfonamide